2-(10H-phenothiazine-10-yl)aniline C1=CC=CC=2SC3=CC=CC=C3N(C12)C1=C(N)C=CC=C1